aluminum methylenebis(methylphosphinate) C(P([O-])(=O)C)P([O-])(=O)C.[Al+3].C(P([O-])(=O)C)P([O-])(=O)C.C(P([O-])(=O)C)P([O-])(=O)C.[Al+3]